2-(benzo[d][1,3]Dioxol-5-yl)ethanol O1COC2=C1C=CC(=C2)CCO